NC1=NC=CC(=C1Cl)SC=1C=2N(C(=NC1)N1CCC3(CC1)[C@@H](C1=CC=CC(=C1C3)OC)N)C=NN2 (S)-1'-(8-((2-amino-3-chloropyridin-4-yl)thio)-[1,2,4]triazolo[4,3-c]pyrimidin-5-yl)-4-methoxy-1,3-dihydrospiro[indene-2,4'-piperidine]-1-amine